FC=1C=C(C=CC1)[C@@H]1NOCC1 (R)-3-(3-fluorophenyl)isoxazolidine